2-chloro-4-(5,5-difluoro-4-hydroxy-3-(trifluoromethyl)-5,6-dihydropyrrolo[b]pyrrol-1(4H)-yl)benzonitrile ClC1=C(C#N)C=CC(=C1)N1C=C(C2=C1NC(C2O)(F)F)C(F)(F)F